ClC1=NC2=CC(=NC=C2C=C1)CNC(OC(C)(C)C)=O tert-butyl ((2-chloro-1,6-naphthyridin-7-yl)methyl)carbamate